[Li].C(=O)(O)CCCCCCCCCCCCCCCCCN[C@@H](CCC(=O)NCCOCCO[O])C(=O)O 2-(2-[4-(17-carboxyheptadecylamino)-4(S)-carboxybutyrylamino]ethoxy)ethoxyOxygen lithium